ClC1=NC=C(C=N1)C1=CC=C(C=C1)C=1CCC(CC1)C(=O)OCC ethyl 4'-(2-chloropyrimidin-5-yl)-2,3,4,5-tetrahydro-[1,1'-biphenyl]-4-carboxylate